diphenylphosphoryl-(2,4,6-trimethylphenyl)methane C1(=CC=CC=C1)P(=O)(C1=CC=CC=C1)CC1=C(C=C(C=C1C)C)C